C(#N)C(C(=O)NC1=CC=2C(C=3N=C(N=CC3C2C=C1)C(F)(F)F)=O)C 2-cyano-N-(9-oxo-2-(trifluoromethyl)-9H-indeno[2,1-d]pyrimidin-7-yl)propionamide